(±)-trans-N-[8-amino-6-[6-(difluoromethoxy)-4-ethyl-3-pyridyl]-3-isoquinolinyl]-2-cyano-cyclopropanecarboxamide NC=1C=C(C=C2C=C(N=CC12)NC(=O)[C@H]1[C@@H](C1)C#N)C=1C=NC(=CC1CC)OC(F)F |r|